C(C)(C)(C)C1=CC=C(C(=N1)F)C(=O)NS(=O)(=O)C1=CN=CC(=N1)NCCCC1CC(N(C1)C(=O)OC(C)(C)C)(C)C tert-butyl 4-[3-[[6-[(6-tert-butyl-2-fluoro-pyridine-3-carbonyl)sulfamoyl]pyrazin-2-yl]amino]propyl]-2,2-dimethyl-pyrrolidine-1-carboxylate